CN(C1=NC=C(C(=N1)N[C@@H](CO)CCCC)OC)C (R)-2-((2-(dimethylamino)-5-methoxypyrimidin-4-yl)amino)hexan-1-ol